FC(C(=O)O)(F)F.IC1=CC=C(C=C1)N1CC2(CCN2)C1 6-(4-iodophenyl)-1,6-diazaspiro[3.3]heptane trifluoroacetic acid salt